5-(7,8-dimethyl-3,5-dihydro-1H-2,4-benzodithiepin-3-yl)-2-methoxyphenol CC1=CC2=C(CSC(SC2)C=2C=CC(=C(C2)O)OC)C=C1C